2-(4-cyclopropyl-6-methoxypyrimidin-5-yl)-5-fluoro-N-(4-(1-isopropyl-4-(trifluoromethyl)-1H-imidazol-2-yl)benzyl)-7H-pyrrolo[2,3-d]pyrimidin-4-amine C1(CC1)C1=NC=NC(=C1C=1N=C(C2=C(N1)NC=C2F)NCC2=CC=C(C=C2)C=2N(C=C(N2)C(F)(F)F)C(C)C)OC